2-phenylimidazo[1,2-b]pyridazine-8-carboxylic acid N-(5-methoxypyridin-3-yl)-amide COC=1C=C(C=NC1)NC(=O)C=1C=2N(N=CC1)C=C(N2)C2=CC=CC=C2